C1(CC1)CC1=C(C(N(C=C1)CC1=C(N=NN1C)C1=CC=C(C(=N1)C)N1C[C@H](CC(C1)(F)F)CC(=O)O)=O)C (S)-2-(1-(6-(5-((4-(cyclopropylmethyl)-3-methyl-2-oxopyridin-1(2H)-yl)methyl)-1-methyl-1H-1,2,3-triazol-4-yl)-2-methylpyridin-3-yl)-5,5-difluoropiperidin-3-yl)acetic acid